COCN1CCCC1 (methoxymethyl)pyrrolidine